7-(3-(4-(4-fluorophenyl)piperazin-1-yl)propyl)-1,6-naphthyridin-5(6H)-one FC1=CC=C(C=C1)N1CCN(CC1)CCCC=1NC(C=2C=CC=NC2C1)=O